BrC1=C(N=C(C=2N1N=CC2)N2CCC1(CC2)N(C2=CC=CC=C2[C@H]1NC(OC(C)(C)C)=O)C)C tert-butyl N-[(3R)-1'-(7-bromo-6-methyl-pyrazolo[1,5-a]pyrazin-4-yl)-1-methyl-spiro[indoline-2,4'-piperidine]-3-yl]carbamate